tert-butyl 2-methyl-6-(5-(trifluoromethyl)thiophen-3-yl)benzoate CC1=C(C(=O)OC(C)(C)C)C(=CC=C1)C1=CSC(=C1)C(F)(F)F